(2-amino-5-nitrophenyl)phosphonic acid NC1=C(C=C(C=C1)[N+](=O)[O-])P(O)(O)=O